3-(4-Fluorophenyl)-11-(3-phenylpropyl)-11H-imidazo[1',2':1,2]pyrido[3,4-b]indole FC1=CC=C(C=C1)C1=CN=C2N1C=CC1=C2N(C2=CC=CC=C12)CCCC1=CC=CC=C1